CN(CCN(C1=C(C=C(C(=C1)OC)NC1=NC=CC(=N1)C=1C=C2C(=NC1)N=C(N2C(C)C)C)NC(C=C)=O)C)C N-(2-((2-(dimethylamino)ethyl)(methyl)amino)-5-((4-(1-isopropyl-2-methyl-1H-imidazo[4,5-b]pyridine-6-yl)pyrimidin-2-yl)amino)-4-methoxyphenyl)acrylamide